5-(3-((4-(2,4-difluoro-6-(2-(methylsulfonyl)ethoxy)phenyl)piperazin-1-yl)methyl)piperidin-1-yl)-2-(furan-2-yl)-[1,2,4]triazolo[1,5-a][1,3,5]triazine-7-amine FC1=C(C(=CC(=C1)F)OCCS(=O)(=O)C)N1CCN(CC1)CC1CN(CCC1)C1=NC=2N(C(=N1)N)N=C(N2)C=2OC=CC2